1-bromo-3-(trifluoromethoxy)-5-(trifluoromethylsulfanyl)benzene ethyl-2-(4-hydroxy-3-isopropyl-6-oxopyridazin-1(6H)-yl)acetate C(C)OC(CN1N=C(C(=CC1=O)O)C(C)C)=O.BrC1=CC(=CC(=C1)SC(F)(F)F)OC(F)(F)F